7-((4-(2-chloro-4-fluorophenyl)piperazin-1-yl)methyl)-3-ethylquinazoline-2,4(1H,3H)-dione ClC1=C(C=CC(=C1)F)N1CCN(CC1)CC1=CC=C2C(N(C(NC2=C1)=O)CC)=O